C1(=CC=CC=C1)C1=C(C2=C([Se]C3=C2C=CC=C3)C=C1)C1=NN=NC(=C1C1=NC3=C(C(=C1C)C)C=1C=CC=CC1C3)C3=C(C=CC=C3)C3=CC=CC=C3 (phenyl)[(biphenylyl)(dimethylindenopyridyl)triazineyl]dibenzoselenophene